7,8-dihydroxyphenazine-2-formic acid OC=1C=C2N=C3C=CC(=CC3=NC2=CC1O)C(=O)O